CN1N=NC(=C1CN1N=CC(=CC1=O)N1C[C@@H](O[C@@H](C1)C)C)C=1C=NC(=CC1)C |r| 2-[[3-methyl-5-(6-methyl-3-pyridyl)triazol-4-yl]methyl]-5-[rac-(2S,6R)-2,6-dimethylmorpholin-4-yl]pyridazin-3-one